ClC=1C(=C(C(=CC1)C)O)CC=C 3-chloro-6-methyl-2-(prop-2-en-1-yl)phenol